trans-4-((4-(2-Cyclopropyloxazol-4-yl) pyridine-2-yl)((trans-4-(5-methoxy-6-methylpyridin-2-yl)cyclohexyl)methyl) carbamoyl)cyclohexyl 3-methoxyazetidine-1-carboxylate COC1CN(C1)C(=O)O[C@@H]1CC[C@H](CC1)C(N(C[C@@H]1CC[C@H](CC1)C1=NC(=C(C=C1)OC)C)C1=NC=CC(=C1)C=1N=C(OC1)C1CC1)=O